3-(6-methoxypyridazin-3-yl)-5-[(methylamino)methyl]thieno[2,3-d]pyrimidine-2,4-dione COC1=CC=C(N=N1)N1C(NC2=C(C1=O)C(=CS2)CNC)=O